COC1=CC=C(C=C1)CCC(CCCOC(=O)C=1C=C(C(=O)O)C=CC1)=O 3-(((6-(4-Methoxyphenyl)-4-oxohexyl)oxy)carbonyl)benzoic acid